NC=1N=C(SC1C(=O)C1=CC(=NO1)C(=O)NC1CC(C1)(F)F)N(C1=CC=C(C=C1)F)C(C(=O)N)C 5-[4-amino-2-(N-(2-amino-1-methyl-2-oxo-ethyl)-4-fluoro-anilino)thiazole-5-carbonyl]-N-(3,3-difluorocyclobutyl)isoxazole-3-carboxamide